3-((3-((3R,5R)-5-(4-chlorophenyl)tetrahydro-furan-3-yl)-1,2,4-oxadiazol-5-yl)methyl)-7-methyl-5,6,7,8-tetrahydropyrido[3,4-d]pyrimidin-4(3H)-one ClC1=CC=C(C=C1)[C@H]1C[C@@H](CO1)C1=NOC(=N1)CN1C=NC2=C(C1=O)CCN(C2)C